C(CCCCCCC)OC([O-])=O octYLCARBONATE